Cl.Cl.CC1=CNC=2N=CN=C(C21)N2CCSC(=C2)C(=O)NCC2NCCN(C2)C 4-(5-methyl-7H-pyrrolo[2,3-d]pyrimidin-4-yl)-N-((4-methylpiperazin-2-yl)methyl)-3,4-dihydro-2H-1,4-thiazine-6-carboxamide di-hydrochloride